[Cu+2].N1=CC=C(C=C1)C=1C=CC=C(C1)C(C=O)NC(C(NC(C=O)C1=CC=CC(=C1)C1=CC=NC=C1)C1=CC=CC=C1)C1=CC=CC=C1 N,N'-bis(5-(4-pyridyl)phenylethanone-2-yl)-1,2-diphenylethylenediamine copper (II)